BrC1=C(N=NC(=C1)Cl)C#N 4-bromo-6-chloro-3-cyanopyridazine